FC1(OC2=C(O1)C=CC(=C2)NC2=CC(=NC(=C2)NC2=CC=C1C=CNC1=C2)C#N)F 4-[(2,2-difluoro-2H-1,3-benzodioxol-5-yl)amino]-6-[(1H-indol-6-yl)amino]pyridine-2-carbonitrile